C(C=C)(=O)N1CC(CC1)C=1C=C(N2C=NC=CC21)C2=CC=C(C(=O)NC1=NC=CC(=C1)C(F)(F)F)C=C2 4-(5-(1-propenoylpyrrolidin-3-yl)pyrrolo[1,2-c]pyrimidin-7-yl)-N-(4-(trifluoromethyl)pyridin-2-yl)benzamide